tert-Butyl ((5-(tributylstannyl)isoxazol-3-yl)methyl)carbamate C(CCC)[Sn](C1=CC(=NO1)CNC(OC(C)(C)C)=O)(CCCC)CCCC